Piperazin-1-yl-(thiophen-2-yl)methanone trans-tert-butyl-2-(4-(4-(4-((2,6-dioxopiperidin-3-yl)amino)-2-fluorophenyl)piperazin-1-yl)cyclohexyl)acetate C(C)(C)(C)OC(C[C@@H]1CC[C@H](CC1)N1CCN(CC1)C1=C(C=C(C=C1)NC1C(NC(CC1)=O)=O)F)=O.N1(CCNCC1)C(=O)C=1SC=CC1